(RS)-3,4-Dichloro-N-(4-pyrrolidin-3-yl-phenyl)-benzamid ClC=1C=C(C(=O)NC2=CC=C(C=C2)[C@@H]2CNCC2)C=CC1Cl |r|